CN(C=1C=C2C(=NC(=NC2=C(C1C1=CC(=CC2=CC=CC=C12)OCOC)F)OCC(F)(F)F)N1C[C@H]2CC[C@@H](C1)N2C(=O)OC(C)(C)C)C tert-butyl (1R,5S)-3-(6-(dimethylamino)-8-fluoro-7-(3-(methoxymethoxy)naphthalen-1-yl)-2-(2,2,2-trifluoroethoxy)quinazolin-4-yl)-3,8-diazabicyclo[3.2.1]octane-8-carboxylate